(5aR,5bS,7aS,10aS,10bR)-2-(3-nitrophenyl)-5a,7a-dimethyl-4,5,5a,5b,6,7,7a,9,10,10a,10b,11,12,12a-tetradecahydro-8H-cyclopenta[7,8]phenanthro[2,1-d]thiazol-8-one [N+](=O)([O-])C=1C=C(C=CC1)C=1SC2=C(N1)CC[C@@]1([C@H]3CC[C@]4([C@H]([C@@H]3CCC12)CCC4=O)C)C